3-(oxazol-2-yl)-4-((4-(trifluoromethyl)phenyl)amino)benzoic acid O1C(=NC=C1)C=1C=C(C(=O)O)C=CC1NC1=CC=C(C=C1)C(F)(F)F